2-amino-1-(3-methyl-1,2-oxazol-4-yl)ethan-1-one hydrogen chloride Cl.NCC(=O)C=1C(=NOC1)C